3-bromo-6-methyl-5H-pyrrolo[3,4-b]pyridin-7-one BrC=1C=C2C(=NC1)C(N(C2)C)=O